1-(4-(2-(2-cyclopropyl-6-methylpyridin-4-yl)-3-isopropyl-1H-indol-5-yl)piperidin-1-yl)-2-(dimethylamino)ethanone C1(CC1)C1=NC(=CC(=C1)C=1NC2=CC=C(C=C2C1C(C)C)C1CCN(CC1)C(CN(C)C)=O)C